COC1=CC(=C2C=CC=NC2=C1)C1(CC1)N 1-(7-methoxyquinolin-5-yl)cyclopropan-1-amine